C[C@@H]1N(CC1)C=1N=C(C2=C(N1)CCC2)C=2C=C1C(=NNC1=CC2)CC(=O)OC(C)(C)C tert-butyl (S)-2-(5-(2-(2-methylazetidin-1-yl)-6,7-dihydro-5H-cyclopenta[d]pyrimidin-4-yl)-1H-indazol-3-yl)acetate